C(C=CC1=CC=CC=C1)(=O)N[C@H](C(=O)N[C@@H](C[C@H]1C(NCC1)=O)C(COC1=C(C(=CC(=C1F)F)F)F)=O)CC(C)C (S)-2-cinnamoylamino-4-methyl-N-((S)-3-oxo-1-((S)-2-oxopyrrolidin-3-yl)-4-(2,3,5,6-tetrafluorophenoxy)butan-2-yl)pentanamide